(6-fluoro-1H-indazol-3-yl)(4-(2-(trifluoromethyl)phenyl)piperidin-1-yl)methanone FC1=CC=C2C(=NNC2=C1)C(=O)N1CCC(CC1)C1=C(C=CC=C1)C(F)(F)F